2-(6-methyl-3-pyridyl)propanal tert-butyl-4-(1-((8-fluoro-2-methylimidazo[1,2-a]pyridin-6-yl)carbamoyl)-2-methyl-2,3-dihydro-1H-pyrrolo[2,3-b]pyridin-4-yl)piperazine-1-carboxylate C(C)(C)(C)OC(=O)N1CCN(CC1)C1=C2C(=NC=C1)N(C(C2)C)C(NC=2C=C(C=1N(C2)C=C(N1)C)F)=O.CC1=CC=C(C=N1)C(C=O)C